CN(C/C=C/C(=O)N1C2CN(CC1C2)C(=O)C=2C1=C(SC2)CCCC1)C (E)-4-(dimethylamino)-1-(3-(4,5,6,7-tetrahydrobenzo[b]thiophene-3-carbonyl)-3,6-diazabicyclo[3.1.1]heptan-6-yl)but-2-en-1-one